(3R)-4-amino-N,3-dimethyl-N-((3S)-6-(1-methyl-1H-pyrazol-4-yl)-2,3-dihydro-1-benzofuran-3-yl)-1,3-dihydrofuro[3,4-c]quinoline-8-carboxamide NC1=NC=2C=CC(=CC2C2=C1[C@H](OC2)C)C(=O)N([C@@H]2COC1=C2C=CC(=C1)C=1C=NN(C1)C)C